C(#N)C1=C(C=C(C=C1)N1ON(C(O1)(C)C)CC(=O)NC=1C=C2C=CC=NC2=CC1)C(F)(F)F 2-(3-(4-cyano-3-(trifluoromethyl)phenyl)-5,5-dimethyl-2,4-dioxaimidazolin-1-yl)-N-(quinolin-6-yl)acetamide